C(=O)(O)C1=C(C=C(C=C1)Cl)NC1=C(C(=O)O)C=CC=C1OC ((2-carboxyl-5-chlorophenyl)amino)-3-methoxybenzoic acid